(R)-N-(1-(4-(cyclopropanesulphonylamino)pyridin-2-yl)-2-methoxyethyl)-5-(6-ethoxypyrazin-2-yl)thiazole-2-carboxamide C1(CC1)S(=O)(=O)NC1=CC(=NC=C1)[C@H](COC)NC(=O)C=1SC(=CN1)C1=NC(=CN=C1)OCC